tert-butyl (3S,4R)-4-[[3-[1-(2,6-dioxo-3-piperidyl)-3-methyl-2-oxo-benzimidazol-4-yl] cyclobutyl]methoxy]-3-fluoro-piperidine-1-carboxylate O=C1NC(CCC1N1C(N(C2=C1C=CC=C2C2CC(C2)CO[C@H]2[C@H](CN(CC2)C(=O)OC(C)(C)C)F)C)=O)=O